FC1=CC=C(OC2=C(C=CC=C2)NC(\C=C\C2=CC=C(C=C2)OC)=O)C=C1 (E)-N-(2-(4-fluorophenoxy)phenyl)-3-(4-methoxyphenyl)acrylamide